3-(4-(2,6-diazaspiro[3.3]heptan-2-yl)phenyl)piperidine-2,6-dione 2,2,2-trifluoroacetate FC(C(=O)O)(F)F.C1N(CC12CNC2)C2=CC=C(C=C2)C2C(NC(CC2)=O)=O